2-((6R)-6-(4-(5-fluoro-2-(tetrahydrofuran-3-yl)phenyl)piperidin-1-yl)-2-azaspiro[3.4]oct-2-yl)-1,3,4-oxadiazole FC=1C=CC(=C(C1)C1CCN(CC1)[C@H]1CC2(CN(C2)C=2OC=NN2)CC1)C1COCC1